C(C1=CC=CC=C1)OC(=O)NCC#CC=1C=C2CCN(CC2=CC1C=O)C(=O)OC(C)(C)C tert-butyl 6-(3-(((benzyloxy) carbonyl) amino) propyn-1-yl)-7-formyl-3,4-dihydroisoquinoline-2(1H)-carboxylate